2,4-Dihydroxytoluene OC1=C(C)C=CC(=C1)O